O[C@@H]1C[C@H](N(C1)C([C@H](C(C)(C)C)NC(=O)C1CCC(CC1)C(=O)O)=O)C(NCC1=CC=C(C=C1)C1=C(N=CS1)C)=O (1SR,4SR)-4-(((S)-1-((2S,4R)-4-hydroxy-2-((4-(4-methyl-1,3-thiazol-5-yl)benzyl)carbamoyl)pyrrolidin-1-yl)-3,3-dimethyl-1-oxobutan-2-yl)carbamoyl)cyclohexane-1-carboxylic acid